4-(4-Methoxyphenyl)-N-(4-(2-(methylcarbamoyl)pyridin-4-yloxy)phenyl)picolinamide COC1=CC=C(C=C1)C1=CC(=NC=C1)C(=O)NC1=CC=C(C=C1)OC1=CC(=NC=C1)C(NC)=O